The molecule is dianion of deamido-NAD(+) arising from deprotonation of phosphate and carboxylic acid functions. It is a conjugate base of a deamido-NAD zwitterion. C1=CC(=C[N+](=C1)[C@H]2[C@@H]([C@@H]([C@H](O2)COP(=O)([O-])OP(=O)([O-])OC[C@@H]3[C@H]([C@H]([C@@H](O3)N4C=NC5=C(N=CN=C54)N)O)O)O)O)C(=O)[O-]